N-(5-((1H-pyrazol-1-yl)methyl)-3,4-dihydro-2H-chromeno[8,7-d]isoxazol-9-yl)-2,4-dimethoxypyridine-3-sulfonamide N1(N=CC=C1)CC1=C2CCCOC2=C2C(=NOC2=C1)NS(=O)(=O)C=1C(=NC=CC1OC)OC